OCC#N (R)-hydroxyacetonitrile